ClC=1C=C(C=NC1N1N=CC=N1)NC(=O)N1CCC(C2=C1C=NC=1N2N=C(C1)C)C(F)(F)F N-(5-chloro-6-(2H-1,2,3-triazol-2-yl)pyridin-3-yl)-2-methyl-9-(trifluoromethyl)-8,9-dihydropyrazolo[1,5-a]pyrido[2,3-e]pyrimidine-6(7H)-carboxamide